8-(ethylsulfonyl)-1,3,7-trimethyl-1H-purine-2,6(3H,7H)-dione C(C)S(=O)(=O)C1=NC=2N(C(N(C(C2N1C)=O)C)=O)C